NC=1NC(C=2N=CN(C2N1)[C@@H]1O[C@@H]([C@H](C1)F)CO)=O 2-amino-9-[(2R,4S,5R)-4-fluoro-5-(hydroxymethyl)oxolan-2-yl]-1H-purin-6-one